C1(=CC=CC=C1)N1C=2C=CC3=C(C2C=2C4=C(C(=CC12)C1=CC=C(C=C1)C=1C2=CC=CC=C2C(=C2C=CC=CC12)C1=CC=CC=C1)C=CC=C4)C=CC=C3 7-phenyl-5-[4-(10-phenyl-9-anthryl)phenyl]dibenzo[c,g]carbazole